FC1=CC(=C(C=C1)C=1C=C2C(=NNC2=CC1)CN(C)C)OCCC1=C(N=CS1)C 1-(5-(4-fluoro-2-(2-(4-methylthiazol-5-yl)ethoxy)phenyl)-1H-indazol-3-yl)-N,N-dimethylmethanamine